The molecule is an acyl-CoA(4-) obtained by deprotonation of the phosphate and diphosphate OH groups of malonyl-CoA methyl ester; major species at pH 7.3. It is a conjugate base of a malonyl-CoA methyl ester. CC(C)(COP(=O)([O-])OP(=O)([O-])OC[C@@H]1[C@H]([C@H]([C@@H](O1)N2C=NC3=C(N=CN=C32)N)O)OP(=O)([O-])[O-])C(C(=O)NCCC(=O)NCCSC(=O)CC(=O)OC)O